C(#N)C=1C=CC(=C2C=CC=NC12)N1C[C@@]2(C[C@@]2(C1)C(F)(F)F)C1=NN=C(O1)C1(CCN(CC1)C(=O)[O-])F 4-(5-((1S,5R)-3-(8-cyanoquinolin-5-yl)-5-(trifluoromethyl)-3-azabicyclo[3.1.0]hexan-1-yl)-1,3,4-oxadiazol-2-yl)-4-fluoropiperidine-1-carboxylate